C12=C(C=3CCC3C=C2CC1)NC(=O)N=[S@@](=O)(N)C=1C=NN2C1OCC2 (S)-N'-(tricyclo[6.2.0.03,6]deca-1,3(6),7-trien-2-ylcarbamoyl)-2,3-dihydropyrazolo[5,1-b]oxazole-7-sulfonimidamide